COC(COC=1C(NC(NC1)=O)=O)=O uracil-5-oxyacetic acid methylester